C(C)(C)(C)C=1N=C(C2=C(N1)C(=C(N2C2=CC(=C(C=C2)OC2=NC=CC(=N2)C)F)Br)Br)N tert-butyl-6,7-dibromo-5-{3-fluoro-4-[(4-methylpyrimidin-2-yl)oxy]phenyl}-5H-pyrrolo[3,2-d]pyrimidin-4-amine